COC(=O)[C@H]1CN(C[C@H](O1)C)C1=C2C=CC=NC2=C(C=C1)I (2R,6R)-4-(8-iodo-5-quinolyl)-6-methyl-morpholine-2-carboxylic acid methyl ester